N-[(3S,4S)-3-fluoro-4-piperidyl]-7-[2-(trifluoromethoxy)phenyl]benzofuran-2-carboxamide F[C@H]1CNCC[C@@H]1NC(=O)C=1OC2=C(C1)C=CC=C2C2=C(C=CC=C2)OC(F)(F)F